C(C)(=O)ON=C(C)C=1C=CC=2N(C3=CC=C(C=C3C2C1)C(C1=C(C=CC=C1)C)=O)CC 1-[9-ethyl-6-(2-methylbenzoyl)-9H-carbazol-3-yl]-ethanone 1-(O-acetyloxime)